lithium magnesium aluminum silicate salt [Si]([O-])([O-])([O-])[O-].[Al+3].[Mg+2].[Li+]